acetamidoquinolone C(C)(=O)NC=1C(NC2=CC=CC=C2C1)=O